(E)-2-(3,5-dichloro-4-(4-hydroxy-3-isopropylbenzyl)benzylidene)malonic acid 1-(tert-butyl) 3-ethyl ester C(C)OC(\C(\C(=O)OC(C)(C)C)=C/C1=CC(=C(C(=C1)Cl)CC1=CC(=C(C=C1)O)C(C)C)Cl)=O